FC=1C=C(C(=O)NC)C=C(C1)N(CCNC(C)C)C=1C=C2N=C(C=NC2=CC1)C=1C=NN(C1)C 3-Fluoro-N-methyl-5-[[3-(1-methylpyrazol-4-yl)quinoxalin-6-yl]-[2-(propan-2-ylamino)ethyl]amino]benzamide